2-cyano-3-ethoxybut-2-ene C(#N)C(C)=C(C)OCC